tert-butyl (4R,5aS,6S,9R)-2-chloro-12-(ethylthio)-1-fluoro-4-methyl-4,5,5a,6,7,8,9,10-octahydro-3,10a,11,13,14-pentaaza-6,9-methanonaphtho[1,8-ab]heptalene-14-carboxylate ClC=1C(=C2N=C(N=C3C2=C([C@@H](C[C@H]2[C@@H]4CC[C@H](CN32)N4C(=O)OC(C)(C)C)C)N1)SCC)F